C1(=CC=CC=C1)C=1C(=NC=CC1)CC1=NC=CC=C1C1=CC=CC=C1.[Pt+2] platinum (II) [bis(phenylpyridinyl)methane]